CC1=C(C(CC1)=O)C(C)CCCCCCC 3-methyl-2-(non-2-yl)cyclopent-2-en-1-one